rel-(R)-N-(1-cyanocyclopropyl)-8-(3-cyclopropylmorpholino)-3-(5-(difluoromethyl)-1,3,4-thiadiazol-2-yl)imidazo[1,2-a]pyridine-6-sulfonamide C(#N)C1(CC1)NS(=O)(=O)C=1C=C(C=2N(C1)C(=CN2)C=2SC(=NN2)C(F)F)N2[C@@H](COCC2)C2CC2 |o1:27|